2-(2-oxo-1H-indol-3-ylidene)-1H-indol-3-one O=C1NC2=CC=CC=C2C1=C1NC2=CC=CC=C2C1=O